(tridecyl)isopropylidenediphenol diphosphite OP(O)OP(O)O.C(CCCCCCCCCCCC)C=1C(=C(C=CC1)O)C(C)(C)C1=C(C=CC=C1)O